C1(CCCC1)[C@@H](C(=O)N[C@H](C(=O)OC(C)C)CCC(C=[N+]=[N-])=O)OC1CC1 isopropyl (S)-2-((S)-2-cyclopentyl-2-cyclopropoxyacetamido)-6-diazo-5-oxohexanoate